6-(4-Fluoro-2-(4-methyl-4H-1,2,4-triazol-3-yl)phenyl)-2-(6-methyl-4-(((3,3,3-trifluoropropyl)amino)methyl)pyridin-2-yl)isoindolin-1-one FC1=CC(=C(C=C1)C1=CC=C2CN(C(C2=C1)=O)C1=NC(=CC(=C1)CNCCC(F)(F)F)C)C1=NN=CN1C